3,4-bis(dimethylphosphino)-2,5-diisopropylthiophene CP(C1=C(SC(=C1P(C)C)C(C)C)C(C)C)C